C(C)N1C[C@@H](CCC1)NC=1C(N(C(=NN1)C1=C(C=C(C#N)C=C1)O)C)=O 4-[6-[[(3R)-1-Ethyl-3-piperidyl]amino]-4-methyl-5-oxo-1,2,4-triazin-3-yl]-3-hydroxybenzonitril